bissuccinimide propionate C(CC)(=O)O.C1(CCC(N1)=O)=O.C1(CCC(N1)=O)=O